FC=1C=C(C=C(C1)F)[C@@H]1N(OCC1)C1=CC(=NC=N1)NC=1C(=CC(=C(C1)NC(C=C)=O)N1CCC(CC1)N1CC2CN(CC2C1)CC)OC N-(5-((6-((R)-3-(3,5-difluorophenyl)isoxazolidine-2-yl)pyrimidine-4-yl)amino)-2-(4-(5-ethylhexahydropyrrolo[3,4-c]pyrrole-2(1H)-yl)piperidine-1-yl)-4-methoxyphenyl)acrylamide